Bis-(para-aminophenyl)methan NC1=CC=C(C=C1)CC1=CC=C(C=C1)N